C(C)N(C1CCNCC1)CCOC N-ethyl-N-(2-methoxyethyl)piperidin-4-amine